CN1C(C2=C(C(=C1)C(C)C1=CC=CC=C1)C=C(N2)C(=O)O)=C=O 6-methyl-7-carbonyl-4-(1-phenylethyl)-6,7-dihydro-1H-pyrrolo[2,3-c]pyridine-2-carboxylic acid